(4-(8-amino-3-cyclopentylimidazo[1,5-a]pyrazin-1-yl)benzyl)-2-methoxybenzamide NC=1C=2N(C=CN1)C(=NC2C2=CC=C(CC=1C(=C(C(=O)N)C=CC1)OC)C=C2)C2CCCC2